1-(4-(8-amino-3-cyclopropylimidazo[1,5-a]pyrazin-1-yl)-2-fluorophenyl)-3-(4-((4-(2-fluoroethyl)piperazin-1-yl)methyl)-3-(trifluoromethyl)phenyl)urea NC=1C=2N(C=CN1)C(=NC2C2=CC(=C(C=C2)NC(=O)NC2=CC(=C(C=C2)CN2CCN(CC2)CCF)C(F)(F)F)F)C2CC2